N'-(4-methyl-3-nitro-phenyl)ethane-1,2-diamine CC1=C(C=C(C=C1)NCCN)[N+](=O)[O-]